ClC=1C2=C(N=C(N1)SC)CN(CC2)C(=O)OCC2=CC=CC=C2 benzyl 4-chloro-2-methylsulfanyl-6,8-dihydro-5H-pyrido[3,4-d]pyrimidine-7-carboxylate